N-(10-((2-(2,6-dioxopiperidin-3-yl)-1,3-dioxoisoindol-4-yl)amino)decyl)-1-(ethylaminomethylsulfanyl)-4-(4-fluorophenyl)pyrrolidine-3-carboxamide O=C1NC(CCC1N1C(C2=CC=CC(=C2C1=O)NCCCCCCCCCCNC(=O)C1CN(CC1C1=CC=C(C=C1)F)SCNCC)=O)=O